2,4-Dichloro-6-tert-butylphenyl-1,3,5-triazine ClC1=C(C(=CC(=C1)Cl)C(C)(C)C)C1=NC=NC=N1